C1(CC1)N(C(=O)NCC1=CC(=NO1)C1=CC(=CC=C1)OC(F)(F)F)[C@H]1CN(C[C@]2(CC(NC2)=O)C1)C(=O)NC (5S,9R)-9-(1-cyclopropyl-3-((3-(3-(trifluoromethoxy)phenyl)isoxazol-5-yl)methyl)ureido)-N-methyl-3-oxo-2,7-diazaspiro[4.5]decane-7-carboxamide